C(#N)[C@@H](C[C@@H]1C(NCCC1)=O)NC(=O)[C@H]1N([C@H]2CC([C@@H]1CC2)(F)F)C([C@H](CC2CC2)NC=2C=NN(C2)C)=O (1R,3S,4R)-N-((R)-1-cyano-2-((R)-2-oxopiperidin-3-yl)ethyl)-2-((S)-3-cyclopropyl-2-((1-methyl-1H-pyrazol-4-yl)amino)propanoyl)-5,5-difluoro-2-azabicyclo[2.2.2]octane-3-carboxamide